N-[(3R,4S)-4-fluoro-1-{(5S)-5-[5-methyl-3-(2,4,6-trifluorophenyl)pyridin-2-yl]-4,5-dihydro-1,2-oxazol-3-yl}pyrrolidin-3-yl]ethanesulfonamide F[C@@H]1[C@@H](CN(C1)C1=NO[C@@H](C1)C1=NC=C(C=C1C1=C(C=C(C=C1F)F)F)C)NS(=O)(=O)CC